C(CCCCCCC)SC(=O)C1=NN(C2=CC=CC(=C2C1=O)S(=O)(=O)C)C1=CC=C(C=C1)OC(F)(F)F 5-methylsulfonyl-4-oxo-1-[4-(trifluoromethoxy)phenyl]cinnoline-3-thiocarboxylic acid S-octyl ester